OC1=CC=C2C3=C1O[C@@H]1[C@]34CCN([C@@H]([C@@H]4C=C[C@@H]1OCC(=O)O)C2)C 2-(((4R,4aR,7S,7aR,12bS)-9-hydroxy-3-methyl-2,3,4,4a,7,7a-hexahydro-1H-4,12-methanobenzofuro[3,2-e]isoquinolin-7-yl)oxy)acetic acid